(R)-3-chloro-5-fluoro-4-methyl-7-(1-methylpiperidin-3-yl)-7H-pyrrolo[2,3-c]pyridazine ClC1=C(C2=C(N=N1)N(C=C2F)[C@H]2CN(CCC2)C)C